C(C)C1N(CC1)C(=O)O[C@H]1C[C@H](CC1)C1=CC(=NN1)NC(CC=1OC(=CN1)C)=O (1R,3S)-3-(3-{[(5-methyl-1,3-oxazol-2-yl)acetyl]-amino}-1H-pyrazol-5-yl)-cyclopentyl (2ξ)-2-ethyl-azetidine-1-carboxylate